(3R)-1-((7-cyano-2-(3'-(4-((2-hydroxyethyl)amino)-4,5,6,7-tetrahydropyrazolo[1,5-a]pyridine-2-carboxamido)-2,2'-dimethyl-[1,1'-biphenyl]-3-yl)benzo[d]oxazol-5-yl)methyl)pyrrolidine C(#N)C1=CC(=CC=2N=C(OC21)C=2C(=C(C=CC2)C2=C(C(=CC=C2)NC(=O)C2=NN1C(C(CCC1)NCCO)=C2)C)C)CN2CCCC2